5-(5-((1-(fluoromethyl)cyclopropyl)ethynyl)-3,4-dihydroquinolin-1(2H)-yl)-1-methylpyrido[2,3-e][1,2,4]triazolo[4,3-a]pyrimidine FCC1(CC1)C#CC1=C2CCCN(C2=CC=C1)C1=NC=2N(C3=C1N=CC=C3)C(=NN2)C